C1(=CC=CC=2C3=CC=CC=C3NC12)C1=CC(=CC(=C1)C1=CC=CC=2C3=CC=CC=C3NC12)C1=CC=CC=2C3=CC=CC=C3NC12 1,3,5-tris(carbazolyl)benzene